CC1=CC(=NC=C1C(F)(F)F)N 4-methyl-5-(trifluorometh-yl)pyridin-2-amine